BrC1=C(NC2=CC=CC=C2CC[SH+]C2=CC=C(C=C2)C(=O)OC)C(=CC(=C1)OC(F)(F)F)Br 2,6-dibromo-4-(trifluoro-methoxy)anilinebenzylmethyl-p-methoxycarbonylphenylsulfonium